BrCI Bromoiodomethane